6,7-Dichloro-9-hydroxy-2-methyl-3,4-dihydropyrazino[1,2-a]indol-1(2H)-one ClC1=C(C=C(C=2C=C3N(C12)CCN(C3=O)C)O)Cl